OC1=C(C=C(C=C1C(C)CC)C(C)(C)C)N1N=C2C(=N1)C=CC=C2 2-(2'-Hydroxy-3'-(2-butyl)-5'-(tert-butyl)-phenyl)-benzotriazole